C(CCC)(=O)[O-].[Ca+2].C(CCC)(=O)[O-] calcium butyrate salt